OC1=CC=C(C=C1)C(CCCCC)C1=CC=C(C=C1)O 1,1-bis(4-hydroxyphenyl)n-hexane